NC1=NC=C(C=C1C=1C=C2CCNC(C2=CC1)=O)C1=CC=C(C=C1)N1CCN(CC1)CCF 6-(2-amino-5-(4-(4-(2-fluoroethyl)piperazin-1-yl)phenyl)pyridin-3-yl)-3,4-dihydroisoquinolin-1(2H)-one